N1(CCNCC1)C=1C=CC2=C(N(C=N2)C2=NC=NC=C2)C1 6-(piperazin-1-yl)-1-(pyrimidin-4-yl)-1H-1,3-benzodiazole